BrC=1C=C2C(=CNC2=CC1)C1CC(C2=CC=CC=C12)=O 3-(5-bromo-1H-indol-3-yl)-2,3-dihydro-1H-inden-1-one